7-cyclobutyl-2-methoxy-8-(5-phenyl-1,2,4-thiadiazol-3-yl)quinoline-3-carboxylic acid C1(CCC1)C1=CC=C2C=C(C(=NC2=C1C1=NSC(=N1)C1=CC=CC=C1)OC)C(=O)O